O1CCN(CC1)CC1=CC=C(C=C1)C1=CC=C(C=C1)C(C)(C)NC(=O)N1CCN2CCC1CC2 N-(2-(4'-(morpholinomethyl)-[1,1'-biphenyl]-4-yl)propan-2-yl)-1,4-diazabicyclo[3.2.2]nonane-4-carboxamide